C(C(C)C)N(N1CCN(CC1)C=1SC2=C(C(N1)=O)C=C(C=C2[N+](=O)[O-])C(F)(F)F)CC(C)C 2-(4-(diisobutylamino)piperazin-1-yl)-8-nitro-6-(trifluoromethyl)-4H-benzo[e][1,3]thiazin-4-one